1,3-diisobutylimidazolium hydroxide [OH-].C(C(C)C)N1C=[N+](C=C1)CC(C)C